BrC1=C(N=CS1)NC(OC(C)(C)C)=O tert-butyl N-(5-bromothiazol-4-yl)carbamate